C(C)C1(COC1)COC1=CC=CC=C1 3-ethyl-3-(phenoxy)methyl-oxetane